FC(S(=O)(=O)O)(F)F.FS(=O)(=O)N1C(N(C=C1)C)C 1-(fluorosulfonyl)-2,3-dimethyl-1H-imidazole trifluoromethanesulfonate